ClC1=CC2=C(C=C3N2C(=NN(C3=O)CC(=O)NC=3SC=CN3)C(C)C)S1 2-(2-Chloro-5-isopropyl-8-oxothieno[2',3':4,5]pyrrolo[1,2-d][1,2,4]triazin-7(8H)-yl)-N-(thiazol-2-yl)acetamid